OCC(CN1N=NC(=C1)CCCC(=O)O)(COCC(CO)CO)COCC(CO)CO 4-(1-(3-hydroxy-2,2-bis((3-hydroxy-2-(hydroxymethyl)propoxy)methyl)propyl)-1H-1,2,3-triazol-4-yl)butanoic acid